C(C)(C)(C)OC(C1=CN=C(C=C1)N1N=C(C(=C1O)C1=CC=C(C=C1)C#N)C)=O 6-(4-(4-cyanophenyl)-5-hydroxy-3-methyl-1H-pyrazol-1-yl)nicotinic acid tert-butyl ester